2-bromo-5-cyclobutyl-[1,2,4]triazolo[1,5-a]pyrimidin-7(4H)-one BrC1=NN2C(NC(=CC2=O)C2CCC2)=N1